NC1=NC2=CC(=CC(=C2C=C1CCCCC)CCCCCN)C=1C=C(C=CC1)S(=O)(=O)N1CC(C1)CO (1-((3-(2-Amino-5-(5-aminopentyl)-3-pentylquinolin-7-yl)phenyl)sulfonyl)azetidin-3-yl)methanol